6-((2s,4r)-2-(1-cyclopropyl-1H-pyrazol-4-yl)tetrahydro-2H-pyran-4-yl)-2,3-dimethyl-8-(2,4,5-trifluorophenyl)pyrido[3,4-d]pyrimidin-4(3H)-one C1(CC1)N1N=CC(=C1)[C@H]1OCC[C@H](C1)C1=CC2=C(N=C(N(C2=O)C)C)C(=N1)C1=C(C=C(C(=C1)F)F)F